8-(9H-carbazol-9-yl)-5H-pyrido[4,3-b]indole C1=CC=CC=2C3=CC=CC=C3N(C12)C1=CC=2C3=C(NC2C=C1)C=CN=C3